FC1=NC=CC=C1OCCN(C(OC(C)(C)C)=O)CC1=CC=C(C=C1)OC tert-butyl (2-((2-fluoropyridin-3-yl)oxy)ethyl)(4-methoxybenzyl)carbamate